CC1=C(C=CC=C1B1OC(C(O1)(C)C)(C)C)N1C(NC(C(=C1)C(=O)N)=O)=O (2-methyl-3-(4,4,5,5-tetramethyl-1,3,2-dioxaborolan-2-yl)phenyl)-2,4-dioxo-1,2,3,4-tetrahydropyrimidine-5-carboxamide